racemic-trans-[(2-hydroxy-1,2,3,4-tetrahydronaphthalen-1-yl)sulfanyl](phenyl)methanone O[C@H]1[C@@H](C2=CC=CC=C2CC1)SC(=O)C1=CC=CC=C1 |r|